COC([C@@H](NC(=O)OCC1=CC=CC=C1)CC1=CC=C(C=C1)O)=O CBZ-L-tyrosine methyl ester